(4-(3-hydroxypropoxy)phenyl)diphenylsulfonium OCCCOC1=CC=C(C=C1)[S+](C1=CC=CC=C1)C1=CC=CC=C1